(R)-6-(1,2-dihydroxyethyl)-2-(3-(1-(4-methyl-4H-1,2,4-triazol-3-yl)cyclobutyl)phenyl)-4-(trifluoromethyl)isoindolin-1-one O[C@@H](CO)C1=CC(=C2CN(C(C2=C1)=O)C1=CC(=CC=C1)C1(CCC1)C1=NN=CN1C)C(F)(F)F